β-phenyl-phenylalanine C1(=CC=CC=C1)C([C@H](N)C(=O)O)C1=CC=CC=C1